isopropyl 2-((5-amino-4-((2-(diethylamino)ethyl)(methyl)amino)-2-methoxyphenyl)amino)-4-(5-bromo-3,3-dimethyl-2,3-dihydro-1H-pyrrolo[3,2-b]pyridin-1-yl)pyrimidine-5-carboxylate NC=1C(=CC(=C(C1)NC1=NC=C(C(=N1)N1CC(C2=NC(=CC=C21)Br)(C)C)C(=O)OC(C)C)OC)N(C)CCN(CC)CC